C(C)O[Si](CCC[SiH2]CCC[Si](OCC)(OCC)OCC)(OCC)OCC Bis-[3-(triethoxysilyl)propyl]silane